ClC1=CC=C(C=C1)NC(=O)NNC(C1=C(N=C(C=C1)C=1C=NC2=CC=CC=C2C1)C)=O N-(4-chlorophenyl)-2-[2-methyl-6-(quinolin-3-yl)nicotinoyl]hydrazine-1-carboxamide